TERT-BUTYL 3-FORMYL-1H-INDOL-4-YLCARBAMATE C(=O)C1=CNC2=CC=CC(=C12)NC(OC(C)(C)C)=O